CC1(N=COC1)C 4,4-dimethyl-4,5-dihydrooxazole